N,6-Dimethyl-5-(1-((3-(methylthio)-2-oxo-1,5,7,8-tetrahydro-2H-pyrano[4,3-b]pyridin-7-yl)methyl)piperidin-4-yl)picolinamide CNC(C1=NC(=C(C=C1)C1CCN(CC1)CC1CC=2NC(C(=CC2CO1)SC)=O)C)=O